12-[[(tricyclo[3.3.1.13,7]dec-1-ylamino)carbonyl]amino]-dodecanoic acid C12(CC3CC(CC(C1)C3)C2)NC(=O)NCCCCCCCCCCCC(=O)O